N-(2-morpholinoethyl)propionamide O1CCN(CC1)CCNC(CC)=O